4-(benzyloxy)-2-(((tert-butyldiphenylsilyl)oxy)methyl)-2-(trifluoromethyl)butan-1-ol C(C1=CC=CC=C1)OCCC(CO)(C(F)(F)F)CO[Si](C1=CC=CC=C1)(C1=CC=CC=C1)C(C)(C)C